NC1=NC=CC2=C1N(C(N2C2CCCC2)=O)C2=CC=C(CNC(C1=C(C=CC(=C1)F)OC)=O)C=C2 N-(4-(4-amino-1-cyclopentyl-2-oxo-1,2-dihydro-3H-imidazo[4,5-c]pyridin-3-yl)benzyl)-5-fluoro-2-methoxybenzamide